2,2'-Methylenbis[6-(α,α-dimethylbenzyl)-4-nonylphenol] C(C1=C(C(=CC(=C1)CCCCCCCCC)C(C1=CC=CC=C1)(C)C)O)C1=C(C(=CC(=C1)CCCCCCCCC)C(C1=CC=CC=C1)(C)C)O